tert-butyl (3S,4S)-3-((6-(6-cyclopropylimidazo[1,2-b]pyridazin-3-yl)pyridin-2-yl)amino)-4-fluoropyrrolidine-1-carboxylate C1(CC1)C=1C=CC=2N(N1)C(=CN2)C2=CC=CC(=N2)N[C@H]2CN(C[C@@H]2F)C(=O)OC(C)(C)C